bis(3,4,5-trimethoxyphenyl) ketone COC=1C=C(C=C(C1OC)OC)C(=O)C1=CC(=C(C(=C1)OC)OC)OC